C(#N)CCN(C)C(C)C N-(2-cyanoethyl)-N-isopropyl-N-methylamine